ClC=1N=NC(=CC1C1CN(C1)C(=O)OC(C)(C)C)Cl tert-butyl 3-(3,6-dichloropyridazin-4-yl)azetidine-1-carboxylate